F[C@@H]1C[C@H](CN(C1)C)NC=1N=NC(=C2C1COCC2)C2=C(C=C(C=C2)OC)C(F)(F)F N-((3R,5R)-5-fluoro-1-methylpiperidin-3-yl)-1-(4-methoxy-2-(trifluoromethyl)phenyl)-7,8-dihydro-5H-pyrano[3,4-d]pyridazin-4-amine